2,4,8,10-tetra-tert-butyldibenzo[d,f][1,3,2]dioxaphosphepin C(C)(C)(C)C1=CC2=C(OPOC3=C2C=C(C=C3C(C)(C)C)C(C)(C)C)C(=C1)C(C)(C)C